FC(COC1=C(N)C=CC=C1)(F)F ortho-trifluoroethoxyaniline